2-heptyl-4-(3,4-dichlorobenzylamino)-7-methoxychroman hydrochloride Cl.C(CCCCCC)C1OC2=CC(=CC=C2C(C1)NCC1=CC(=C(C=C1)Cl)Cl)OC